trifluoromethoxy-2,5-difluoro-4-((4-n-propylphenyl)ethynyl)-1,1'-biphenyl FC(OC=1C(=C(C=C(C1C#CC1=CC=C(C=C1)CCC)F)C1=CC=CC=C1)F)(F)F